(S)-2-amino-3-(4-(2-morpholinoethoxy)phenyl)propanoic acid N[C@H](C(=O)O)CC1=CC=C(C=C1)OCCN1CCOCC1